[Na].NCCC[Si](OCC)(OCC)C γ-aminopropylmethyl-diethoxysilane Sodium